ClC=1C(=CN=NC1Cl)N(CCO)C 2-[(5,6-dichloropyridazin-4-yl)-methyl-amino]ethanol